5-((dimethylamino)methyl)-N-((4-fluoro-2-isopropyl-6-(2-methoxypyridin-4-yl)phenyl)carbamoyl)-1-isopropyl-1H-pyrazole-3-sulfonamide CN(C)CC1=CC(=NN1C(C)C)S(=O)(=O)NC(NC1=C(C=C(C=C1C1=CC(=NC=C1)OC)F)C(C)C)=O